ethyl (E)-4-(3-benzylidene-2,5-dioxopyrrolidinyl)butyrate C(/C1=CC=CC=C1)=C/1\C(N(C(C1)=O)CCCC(=O)OCC)=O